BrC1=CN2C=C(C=C2C=C1)C(=O)N(C)[C@@H]1COCC=2NC(C=3C=C(C(=CC3C21)F)F)=O (S)-6-bromo-N-(8,9-difluoro-6-oxo-1,4,5,6-tetrahydro-2H-pyrano[3,4-c]isoquinolin-1-yl)-N-methylindolizine-2-carboxamide